5-methyl-6-(3-(7-(trifluoromethyl)-6,7-dihydropyrazolo[1,5-a]pyrimidin-4(5H)-yl)-7,8-dihydro-1,6-naphthyridin-6(5H)-yl)nicotinonitrile CC=1C(=NC=C(C#N)C1)N1CC=2C=C(C=NC2CC1)N1C=2N(C(CC1)C(F)(F)F)N=CC2